Thulium oxalate C(C(=O)[O-])(=O)[O-].[Tm+3].C(C(=O)[O-])(=O)[O-].C(C(=O)[O-])(=O)[O-].[Tm+3]